3-{5-[(R)-(1,3-Dimethyl-azetidin-3-yl)-hydroxy-(4-isopropyl-phenyl)-methyl]-pyridin-3-ylethynyl}-3-hydroxy-1-methyl-1,3-dihydro-indol-2-one CN1CC(C1)(C)[C@@](C=1C=C(C=NC1)C#CC1(C(N(C2=CC=CC=C12)C)=O)O)(C1=CC=C(C=C1)C(C)C)O